C(C)N1N=C(C(=C1)C1=C(C=CC=C1)C1C2=C(CN(C1)C(\C=C\CN1CCN(CC1)C)=O)SC(=C2)C#N)C(F)(F)F (E)-4-(2-(1-ethyl-3-(trifluoromethyl)-1H-pyrazol-4-yl)phenyl)-6-(4-(4-methyl-piperazin-1-yl)but-2-enoyl)-4,5,6,7-tetrahydrothieno[2,3-c]pyridine-2-carbonitrile